2-(2-(4-methylpiperazin-1-yl)ethyl)-6-phenyl-N4-pyridin-4-ylmethyl-1,3,5-triazine-2,4-diamine CN1CCN(CC1)CCC1(NC(=NC(=N1)NCC1=CC=NC=C1)C1=CC=CC=C1)N